OC/C=C/CCNC(=O)C1=CC2=CC=CC(=C2C=C1)C1=CC=C(C=C1)C(F)(F)F N-[(E)-5-hydroxypent-3-enyl]-5-[4-(trifluoromethyl)phenyl]naphthalene-2-carboxamide